BrC1=CC=C(N=N1)N[C@@H]1CC[C@H]2CN(C[C@H]21)C(=O)C=2OC(=CC2)OC [(3aS,4R,6aR)-4-[(6-bromo-3-pyridazinyl)amino]hexahydrocyclopenta[c]pyrrol-2(1H)-yl](5-methoxy-2-furyl)methanone